5-(5-chloropyrimidin-2-yl)oxy-4-(4,4,4-trifluorobutyl)-2-(trifluoromethyl)quinoline-3-carbonitrile ClC=1C=NC(=NC1)OC1=C2C(=C(C(=NC2=CC=C1)C(F)(F)F)C#N)CCCC(F)(F)F